FC=1C=NN(C1)C1=CC=C(C=N1)CN1N=CC(=C1)C(=O)N ((6-(4-fluoro-1H-pyrazol-1-yl)pyridin-3-yl)methyl)-1H-pyrazole-4-carboxamide